FC(OC1=CC=C(C=C1)C(=O)N1CCC(CC1)CCCCNC(=O)C=1C=CC=2N(C1)C=CN2)F N-[4-(1-{[4-(difluoromethoxy)phenyl]carbonyl}piperidin-4-yl)butyl]imidazo[1,2-a]pyridine-6-carboxamide